4-benzyloxy-1,1':2',1''-terphenyl C(C1=CC=CC=C1)OC1=CC=C(C=C1)C=1C(=CC=CC1)C1=CC=CC=C1